O[C@]1(CC[C@@]2([C@H]3CC[C@@]4([C@H](CC[C@H]4[C@@H]3CC[C@@H]2C1)[C@@H](CCC(=O)O)C)C)C)\C=C\C1=CC=NC=C1 (R)-4-((3S,5R,8R,9S,10S,13R,14S,17R)-3-hydroxy-10,13-dimethyl-3-((E)-2-(pyridin-4-yl)vinyl)hexadecahydro-1H-cyclopenta[a]phenanthren-17-yl)pentanoic acid